titanium-aluminum-Molybdenum-vanadium-zirconium [Zr].[V].[Mo].[Al].[Ti]